acetic acid 2-(dimethylamino)ethyl ester CN(CCOC(C)=O)C